N-[4-fluoro-5-(3-fluoro-4-morpholin-4-ylphenyl)-2-[rac-(3R,SR)-3,4,5-trimethylpiperazin-1-yl]phenyl]-6-oxo-4-(trifluoromethyl)-1H-pyridine-3-carboxamide FC1=CC(=C(C=C1C1=CC(=C(C=C1)N1CCOCC1)F)NC(=O)C1=CNC(C=C1C(F)(F)F)=O)N1C[C@H](N([C@H](C1)C)C)C |r|